4-(4-Ethyl-piperazin-1-yl)-but-2-ynoic acid [4-(3-bromo-phenylamino)-quinazolin-6-yl]-amide BrC=1C=C(C=CC1)NC1=NC=NC2=CC=C(C=C12)NC(C#CCN1CCN(CC1)CC)=O